5,6-diamino-1-ethyl-3-methyluracil NC=1C(N(C(N(C1N)CC)=O)C)=O